OC[C@H](CC(C)C)NC(=O)C1=NC(=C(C=C1)N1CCCC1)OCC1COC1 (S)-N-(1-hydroxy-4-methylpent-2-yl)-6-(oxetan-3-ylmethoxy)-5-(pyrrolidin-1-yl)pyridinecarboxamide